3-(1H-imidazol-1-yl)-N-(piperidin-4-yl)benzamide dihydrochloride Cl.Cl.N1(C=NC=C1)C=1C=C(C(=O)NC2CCNCC2)C=CC1